CC1=CC=2N(C=C1[N+](=O)[O-])C(=NN2)CC(=O)O 2-(7-Methyl-6-nitro-[1,2,4]triazolo[4,3-a]pyridin-3-yl)acetic acid